acetic acid acetate C(C)(=O)O.C(C)(=O)O